4,4'-methylenebis(2-ethylcyclohexaneamine) C(C1CC(C(CC1)N)CC)C1CC(C(CC1)N)CC